(5-methyl-isoxazol-3-yl)methanamine CC1=CC(=NO1)CN